OC1=C(C=CC2=NC3=CC=CC=C3N=C12)O 1,2-dihydroxyphenazine